iminodiacetic acid potassium salt [K+].N(CC(=O)[O-])CC(=O)[O-].[K+]